N5-(2-chloro-4-fluorophenyl)biphenyl-2,5-diamine ClC1=C(C=CC(=C1)F)NC1=CC=C(C(=C1)C1=CC=CC=C1)N